7-((3aR,4R,6R,6aS)-6-(((tert-butyldiphenylsilyl)oxy)methyl)-2,2-dimethyltetrahydrothieno[3,4-d][1,3]dioxol-4-yl)-5-(prop-1-yn-1-yl)-7H-pyrrolo[2,3-d]pyrimidin-4-amine [Si](C1=CC=CC=C1)(C1=CC=CC=C1)(C(C)(C)C)OC[C@H]1S[C@H]([C@H]2[C@@H]1OC(O2)(C)C)N2C=C(C1=C2N=CN=C1N)C#CC